4-(5,7-difluorochroman-4-yloxy)-N,N,2-trimethyl-1H-benzo[d]imidazole-6-carboxamide FC1=C2C(CCOC2=CC(=C1)F)OC1=CC(=CC=2NC(=NC21)C)C(=O)N(C)C